(3S)-3-aminotetralin N[C@H]1CCC2=CC=CC=C2C1